((1S,3S,4R)-3-aminospiro[bicyclo[2.2.1]heptane-2,1'-cyclohexan]-3'-yl)(morpholino)methanone hydrochloride Cl.N[C@H]1[C@@H]2CC[C@@H](C2)C12CC(CCC2)C(=O)N2CCOCC2